2-amino-N-(cyclopropylmethyl)-7-fluoro-3-methyl-N-((5-(trifluoromethyl)-2-pyridinyl)methyl)-6-quinolinecarboxamide NC1=NC2=CC(=C(C=C2C=C1C)C(=O)N(CC1=NC=C(C=C1)C(F)(F)F)CC1CC1)F